N-[3-(p-tolylsulfonyloxy)phenyl]-N'-[3-(m-tolylsulfonyloxy)phenyl]urea C1(=CC=C(C=C1)S(=O)(=O)OC=1C=C(C=CC1)NC(=O)NC1=CC(=CC=C1)OS(=O)(=O)C=1C=C(C=CC1)C)C